ClC1=CC(=C(C=C1)[C@@]1(OC2=C(O1)C=CC=C2C2CCN(CC2)CC=2N(C(=CN2)/C=C(/C(=O)OCC)\C)C[C@H]2OCC2)C)F ethyl (E)-3-(2-((4-((S)-2-(4-chloro-2-fluorophenyl)-2-methyl benzo[d][1,3]dioxol-4-yl) piperidin-1-yl) methyl)-1-(((S)-oxetan-2-yl) methyl)-1H-imidazol-5-yl)-2-methylacrylate